(3-bromo-1-adamantyl) acetate C(C)(=O)OC12CC3(CC(CC(C1)C3)C2)Br